ClC=1N(C(=C(C1Cl)C(CN1C2[C@@H](CC1CC2)O)=O)C)C2=CC=C(C#N)C=C2 (+-)-4-(2,3-dichloro-4-(2-((2R)-2-hydroxy-7-azabicyclo[2.2.1]heptan-7-yl)acetyl)-5-methyl-1H-pyrrol-1-yl)benzonitrile